C([C@@H]1[C@H]([C@@H]([C@H]([C@@H](O1)O)NS(=O)(=O)O)O)O[C@@H]2[C@@H]([C@H](C(=C(O2)C(=O)O)O)O)OS(=O)(=O)O)O The molecule is an oligosaccharide sulfate consisting of 2-O-sulfo-beta-L-threo-hex-4-enopyranuronose and 2-deoxy-2-(sulfoamino)-beta-D-glucopyranose joined in sequence by a (1->4) glycosidic bond. It is a disaccharide, a member of sulfamic acids, an oligosaccharide sulfate, a monocarboxylic acid and an enol.